C(#N)C1=CC(=C(N1C)C)NC(=O)C1=NNC2=CC=CC=C12 N-(5-cyano-1,2-dimethyl-1H-pyrrol-3-yl)-1H-indazole-3-carboxamide